NC1=C2N=CN(C2=NC=N1)CCC (R)-1-(6-amino-9H-purin-9-yl)propan